CC1NC(OC1=O)=O 4-methyl-2,5-oxazolidinedione